tert-butyl (1S,2S)-2-((S)-1-hydroxyethyl)cyclopropane-1-carboxylate O[C@@H](C)[C@@H]1[C@H](C1)C(=O)OC(C)(C)C